5-methylindoleId CC=1C=C2C=C[N-]C2=CC1